BrC1=CC(=C(O[C@H](C(=O)OCC)C)C=C1F)C1=NOCC1OCCCC ethyl (2S)-2-[4-bromo-5-fluoro-2-(4-butoxy-4,5-dihydroisoxazol-3-yl)phenoxy]propanoate